C(CCCCCCCCC)N(CCCCCCC(C(=O)[O-])(C(=O)[O-])C)C1CCC(CC1)O 2-(6-(decyl((1s,4s)-4-hydroxycyclohexyl)amino)hexyl)-2-methylmalonate